C(O[C@@H]([C@H]1O[C@H]([C@@H]2OC(O[C@@]21C)(C)C)N2C=CC1=C2N=CN=C1Cl)C1=CC2=C(OCO2)C=C1)(=S)SC O-((R)-benzo[d][1,3]dioxol-5-yl((3aR,4R,6R,6aR)-6-(4-chloro-7H-pyrrolo[2,3-d]pyrimidin-7-yl)-2,2,3a-trimethyltetrahydrofuro[3,4-d][1,3]dioxol-4-yl)methyl) S-methyl carbonodithioate